2-(3-chloro-2,6-difluoro-phenyl)ethanol ClC=1C(=C(C(=CC1)F)CCO)F